ClC=1C=CC(=C(C1)C1=CC(=C(N=N1)N(C)C)NC1=CC(=NC=C1)NC(=O)C1CC(C1)N1CCN(CC1)C)F N-(4-{[6-(5-chloro-2-fluorophenyl)-3-(dimethyl-amino)pyridazin-4-yl]amino}-pyridin-2-yl)-3-(4-methyl-piperazin-1-yl)cyclobutane-1-carboxamide